COC1=CC=C(C=C1)CN1C=2C(C(CC1)=O)=NN(C2C(=O)N)C2=CC=C(C=C2)OC2=CC=CC=C2 4-[(4-methoxyphenyl)methyl]-7-oxo-2-(4-phenoxyphenyl)-4,5,6,7-tetrahydro-2H-pyrazolo[4,3-b]pyridine-3-carboxamide